ClC1=C(C=2C3=C(N=C(C2C=N1)O)C1([N+](=C3)C)COC1)F 8'-chloro-9'-fluoro-2'-methyl-spiro[oxetane-3,3'-pyrrolo[3,4-c][2,7]naphthyridin-2-ium]-5'-ol